N-((5-(1-ethoxyvinyl)-6-(thiazol-4-ylmethoxy)-1-tosyl-1H-indol-2-yl)methyl)-1-methylcyclopropane-1-carboxamide C(C)OC(=C)C=1C=C2C=C(N(C2=CC1OCC=1N=CSC1)S(=O)(=O)C1=CC=C(C)C=C1)CNC(=O)C1(CC1)C